(2-dicyclohexylphosphino-2',6'-dimethoxy-1,1'-biphenylyl)(2'-amino-1,1'-biphenyl-2-yl)palladium (II) C1(CCCCC1)P(C1=C(C=CC=C1[Pd]C1=C(C=CC=C1)C1=C(C=CC=C1)N)C1=C(C=CC=C1OC)OC)C1CCCCC1